(S)-4-(6-(3-((2-(3-carboxypropanoyl)-4-fluoro-6-methoxybenzo[b]thiophen-5-yl)oxy)propoxy)-5-methoxythieno[3,2-b]pyridin-2-yl)-2-methyl-4-oxobutanoic acid C(=O)(O)CCC(=O)C1=CC2=C(S1)C=C(C(=C2F)OCCCOC=2C=C1C(=NC2OC)C=C(S1)C(C[C@@H](C(=O)O)C)=O)OC